(S)-1-chloro-3-(2,6-dichloro-4-(2-(4-((R)-2-hydroxy-3-morpholinopropoxy)phenyl)propan-2-yl)phenoxy)propan-2-ol ClC[C@H](COC1=C(C=C(C=C1Cl)C(C)(C)C1=CC=C(C=C1)OC[C@@H](CN1CCOCC1)O)Cl)O